5,6-dichloro-1-(1-(2-fluorobenzyl)piperidin-4-yl)-3-(oxaprop-2-ylmethyl)-1,3-dihydro-2H-benzo[d]imidazol-2-one ClC1=CC2=C(N(C(N2CC(O)C)=O)C2CCN(CC2)CC2=C(C=CC=C2)F)C=C1Cl